ClC1=CC=C2C(=N1)CCCCC2=O 2-chloro-6,7,8,9-tetrahydrocyclohepta[b]pyridin-5-one